6-chloro-N-(2,7-dimethylpyrazolo[3,4-c]pyridin-5-yl)thieno[2,3-b]pyridine-2-carboxamide ClC1=CC=C2C(=N1)SC(=C2)C(=O)NC2=CC=1C(C(=N2)C)=NN(C1)C